diisocyanato-3,3'-dimethoxy(1,1'-biphenyl) N(=C=O)C1=C(C(=C(C=C1)C1=CC(=CC=C1)OC)N=C=O)OC